ClC(=O)N([C@H]1CN(CCC1)C(=O)OC(C)(C)C)C1=NC=CC2=CC(=CC(=C12)C)C tert-butyl (R)-3-((chlorocarbonyl)(6,8-dimethylisoquinolin-1-yl)amino)piperidine-1-carboxylate